BrC=1C=C2C(N(N(C2=CC1)C(=O)OC(C)(C)C)C)=O tert-butyl 5-bromo-2-methyl-3-oxo-2,3-dihydro-1H-indazole-1-carboxylate